((1S*,2S*)-2-(4-methylpyrimidin-2-yl)cyclopropyl)quinolin-6-amine CC1=NC(=NC=C1)[C@@H]1[C@H](C1)C1=NC2=CC=C(C=C2C=C1)N |o1:7,8|